4-bromo-N-((1R,2S)-2-hydroxycyclohexyl)-3-methylbenzenesulfonamide BrC1=C(C=C(C=C1)S(=O)(=O)N[C@H]1[C@H](CCCC1)O)C